CCCCCCCCCCCCCCCCCCCC(=O)CC(=O)SCCNC(=O)CCNC(=O)[C@@H](C(C)(C)COP(=O)(O)OP(=O)(O)OC[C@@H]1[C@H]([C@H]([C@@H](O1)N2C=NC3=C(N=CN=C32)N)O)OP(=O)(O)O)O The molecule is a 3-oxo-fatty acyl-CoA obtained from the formal condensation of the thiol group of coenzyme A with the carboxy group of 3-oxodocosanoic acid. It has a role as a human metabolite and a Saccharomyces cerevisiae metabolite. It is an 11,12-saturated fatty acyl-CoA and a long-chain 3-oxo-fatty acyl-CoA. It derives from a 3-oxodocosanoic acid. It is a conjugate acid of a 3-oxodocosanoyl-CoA(4-).